6-({(1r,2S)-2-[(fluoromethoxy)methyl]cyclopropyl}methoxy)-N-[(2S)-1-hydroxy-3-methylbutan-2-yl]-5-(3-methoxyazetidin-1-yl)pyridine-2-carboxamide FCOC[C@@H]1[C@@H](C1)COC1=C(C=CC(=N1)C(=O)N[C@H](CO)C(C)C)N1CC(C1)OC